3,3-dimethyl-2-amino-butyric acid methyl ester COC(C(C(C)(C)C)N)=O